CC1=CC=CC(=N1)C1=NNC=C1C1=NC2=CC=CN=C2C=C1 [2-(3-(6-Methylpyridin-2-yl)-1H-pyrazol-4-yl)-1,5-naphthyridine]